(+)-1-cyclopropyl-3-((2-((1-hydroxy-2-(3-(trifluoromethyl)phenyl)propan-2-yl)amino)-1H-benzo[d]imidazol-4-yl)methyl)urea C1(CC1)NC(=O)NCC1=CC=CC=2NC(=NC21)NC(CO)(C)C2=CC(=CC=C2)C(F)(F)F